NC1=C(C(=NN1C(C(F)(F)F)(C)C)C1=CC=C(C=C1)CC(NC1=CC(=NO1)CC(C)(C)C)=O)C(=O)N 5-Amino-3-[4-([[3-(2,2-dimethylpropyl)-1,2-oxazol-5-yl]carbamoyl]methyl)phenyl]-1-(1,1,1-trifluoro-2-methylpropan-2-yl)pyrazole-4-carboxamide